1-(6-acetamido-2-pyridinyl)-6-chloro-N-((1R,2R,4S)-7-cyano-7-azabicyclo[2.2.1]heptan-2-yl)-1H-indazole-5-carboxamide C(C)(=O)NC1=CC=CC(=N1)N1N=CC2=CC(=C(C=C12)Cl)C(=O)N[C@H]1[C@H]2CC[C@@H](C1)N2C#N